(1'R)-acetoxy-ethyl-4-methyl-7-oxo-1-aza-bicyclo[3.2.0]hept-2-ene-2-carboxylic acid 4-nitro-benzylester [N+](=O)([O-])C1=CC=C(COC(=O)C=2N3C(CC3C(C2CC)(C)OC(C)=O)=O)C=C1